(tetrahydropyran-2-yl)-3,3-diphenyl-indoline O1C(CCCC1)N1CC(C2=CC=CC=C12)(C1=CC=CC=C1)C1=CC=CC=C1